FC1=C(C=CC(=C1)OC1=CC=CC=C1)C1=NNC2=NC=NC(=C21)N 3-(2-fluoro-4-phenoxyphenyl)-1H-pyrazolo[3,4-d]pyrimidin-4-amine